7-bromochroman-4-one BrC1=CC=C2C(CCOC2=C1)=O